N[C@H]1CN(C[C@@H](C1)F)C(=O)C1=CC2=C(N(C(=N2)C=2N3CCN(C4=CC=CC(C2)=C34)C(CO)=O)C)C(=C1)OC 1-[2-[5-[(3R,5R)-3-amino-5-fluoro-piperidine-1-carbonyl]-7-methoxy-1-methyl-benzimidazol-2-yl]-1,9-diazatricyclo[6.3.1.04,12]dodeca-2,4(12),5,7-tetraen-9-yl]-2-hydroxy-ethanone